(R)-N-((R)-1-(2,2-Difluorobenzo[d][1,3]dioxol-4-yl)ethyl)-4-(3-fluoropyridin-4-yl)-2-methylpiperazine-1-carboxamide FC1(OC2=C(O1)C=CC=C2[C@@H](C)NC(=O)N2[C@@H](CN(CC2)C2=C(C=NC=C2)F)C)F